tert-Butyl (S)-4-(5-iodo-7-(tetrahydro-2H-pyran-4-yl)-7H-pyrrolo[2,3-d]pyrimidin-4-yl)-3-methylpiperazine-1-carboxylate IC1=CN(C=2N=CN=C(C21)N2[C@H](CN(CC2)C(=O)OC(C)(C)C)C)C2CCOCC2